L-27-hydroxycholesterol OCC(C)CCC[C@@H](C)[C@H]1CC[C@H]2[C@@H]3CC=C4C[C@@H](O)CC[C@]4(C)[C@H]3CC[C@]12C